2-((8-amino-7-fluoro-6-(4-methyl-5-(1H-pyrazol-1-yl)pyridin-3-yl)isoquinolin-3-yl)amino)-6-methyl-5,6-dihydro-4H-pyrazolo[1,5-d][1,4]diazepin-7(8H)-one NC=1C(=C(C=C2C=C(N=CC12)NC1=NN2CC(N(CCC2=C1)C)=O)C=1C=NC=C(C1C)N1N=CC=C1)F